C(CC(C)C)NCCC(C)C N-isopentyl-3-methyl-butan-1-amine